C(C)(C)(C)NC1=NC(=C(C(=N1)C1=CC=C(C=C1)F)C1=CC(=NC(=C1)C)C)NN N-(tert-butyl)-4-(4-fluorophenyl)-6-hydrazino-5-(2,6-dimethylpyridin-4-yl)pyrimidin-2-amine